1-(4-vinylphenyl)ethan-1,2-dione C(=C)C1=CC=C(C=C1)C(C=O)=O